OCC1NCCC1O 2-(hydroxymethyl)pyrrolidin-3-ol